FC1OC2=C(O1)C=CC=C2 fluoro-benzodioxole